C(C)C1=NOC(=N1)C=1C=C2C(=CC=NC2=CC1OC)OC1=CC=C(C=C1)NC(=O)C1(CC1)C(=O)NC1=CC=C(C=C1)F 1-N-[4-[6-(3-ethyl-1,2,4-oxadiazol-5-yl)-7-methoxyquinolin-4-yl]oxyphenyl]-1-N'-(4-fluorophenyl)cyclopropane-1,1-dicarboxamide